(S)-6-(3-(2-(1-amino-1,3-dihydrospiro[indene-2,4'-piperidine]-1'-yl)-1-methyl-6-oxo-1,6-dihydropyrimidin-5-yl)prop-2-yn-1-yl)indol-2-one N[C@@H]1C2=CC=CC=C2CC12CCN(CC2)C=2N(C(C(=CN2)C#CCC=2C=CC1=CC(N=C1C2)=O)=O)C